acryloyloxymethylbenzenesulfonic acid C(C=C)(=O)OCC1=C(C=CC=C1)S(=O)(=O)O